methyl-n-propanone CCC(C)=O